C(C)(C)(C)N1N=CC(=C1)C(=O)NCC1=NC(=NO1)C=1OC2=C(C1CC(F)(F)F)C=CC=C2N[C@@H]2CN(C[C@@H]2F)C 1-(tert-butyl)-N-((3-(7-(((3R,4S)-4-fluoro-1-methylpyrrolidin-3-yl)amino)-3-(2,2,2-trifluoroethyl)benzofuran-2-yl)-1,2,4-oxadiazol-5-yl)methyl)-1H-pyrazole-4-carboxamide